2-chloro-4-[(3-methoxyphenyl)methyl]pyridine ClC1=NC=CC(=C1)CC1=CC(=CC=C1)OC